4-cyclohexanedimethanol bis(3,4-epoxycyclohexanecarboxylate) C1(CC2C(CC1)O2)C(=O)OCC2CCC(CC2)COC(=O)C2CC1C(CC2)O1